N(=[N+]=[N-])C1=CC=C(OCCNC(OC(C)(C)C)=O)C=C1 tert-butyl (2-(4-azidophenoxy)ethyl)carbamate